N-[(1R,2R)-1-hydroxy-3-morpholin-4-yl-1-phenylpropan-2-yl]hexadecanamide O[C@@H]([C@@H](CN1CCOCC1)NC(CCCCCCCCCCCCCCC)=O)C1=CC=CC=C1